N-vinyl-5-methyl-oxazoline C(=C)N1COC(=C1)C